4-(((Tert-butoxycarbonyl)amino)methyl)phenyl 6-(acetoxymethyl)-2-oxo-2H-chromene-3-carboxylate C(C)(=O)OCC=1C=C2C=C(C(OC2=CC1)=O)C(=O)OC1=CC=C(C=C1)CNC(=O)OC(C)(C)C